(S)-4-(2-(2-((5-chloro-2-(1H-tetrazol-1-yl)phenyl)amino)-2-oxoacetylamino)-3-methoxypropionylamino)benzoic acid ClC=1C=CC(=C(C1)NC(C(=O)N[C@H](C(=O)NC1=CC=C(C(=O)O)C=C1)COC)=O)N1N=NN=C1